FC=1C=CC(=C(C(=O)N2C3CC(C(C2CNC2=NC=C(C=N2)C(F)(F)F)C)C3)C1)N1N=CC=N1 N-({2-[5-Fluoro-2-(2H-1,2,3-triazol-2-yl)benzoyl]-4-methyl-2-azabicyclo[3.1.1]heptan-3-yl}methyl)-5-(trifluoromethyl)pyrimidin-2-amin